N-[3-({[2-{[3-(1-hydroxyethyl)phenyl]amino}-5-(trifluoromethyl)pyrimidin-4-yl]amino}methyl)pyridin-2-yl]-N-methylmethane-sulfonamide OC(C)C=1C=C(C=CC1)NC1=NC=C(C(=N1)NCC=1C(=NC=CC1)N(S(=O)(=O)C)C)C(F)(F)F